CC1=C(C=CC(=C1)C=1C(=C(C(=O)[O-])C=CC1O)C)C=1C(=C(C(=O)[O-])C=CC1O)C 2-methyl-1,4-phenylene-bis(4-hydroxy-2-methylbenzoate)